(dimethyl)(phenyl)[phenyl(biphenylyl)triazineyl]indenocarbazole CC=1C(=C(C(=C2C=C3C(=CC=C4C=5C=CC=CC5N=C34)C12)C1=NN=NC(=C1C1=C(C=CC=C1)C1=CC=CC=C1)C1=CC=CC=C1)C1=CC=CC=C1)C